5,6-dimethyl-1H-benzo[D]imidazole-4,7-diamine CC1=C(C2=C(NC=N2)C(=C1C)N)N